NC1=CC=C2C(C(NC2=C1)=O)(C)C 6-amino-3,3-dimethyl-indolin-2-one